C(CCCC=CCC)[Si](OCC)(OCC)C 5-octenylmethyldiethoxysilane